diisobutyl-(oct-7-en-1-yl)aluminum C(C(C)C)[Al](CCCCCCC=C)CC(C)C